C1(CCCCC1)C[C@@H]1COC2=CC(=NC(NS(C3=NC=CC(C(N1)=O)=C3)(=O)=O)=N2)C2=C(C=CC=C2C)C (11R)-11-(cyclohexylmethyl)-6-(2,6-dimethylphenyl)-2,2-dioxo-9-oxa-2λ6-thia-3,5,12,17,19-pentazatricyclo[12.3.1.14,8]nonadeca-1(17),4(19),5,7,14(18),15-hexaen-13-one